FC(S(=O)(=O)[O-])(F)F.ClC1=CC=C2C=CC(=[N+](C2=C1)C)C=CC1=C2C=CC=NC2=C(C=C1)O 7-Chloro-2-[2-(8-hydroxyquinolin-5-yl)-vinyl]-1-methylquinolinium trifluoromethanesulfonate